CS(=O)(=O)C=1SC2=C(N1)C=CC(=C2)C(=O)N 2-(methylsulfonyl)benzo[d]-thiazole-6-amide